O=S1(CCN(CC1)C(=O)C=1C=C2N=C(C=NC2=CC1)C1=CC=2C(N=C1)=NN(C2)C)=O (1,1-dioxido-4-thiomorpholinyl)(3-(2-methyl-2H-pyrazolo[3,4-b]pyridin-5-yl)-6-quinoxalinyl)methanone